Methyl (2-(pyrrolidin-1-yl)ethyl) Fumarate Hydrochloride Cl.C(\C=C\C(=O)OCCN1CCCC1)(=O)OC